2-cyclopropyl-1-(spiro[3.3]heptan-2-yl)ethanol C1(CC1)CC(O)C1CC2(C1)CCC2